C(C)(C)C=1C(=NC=CC1)O[C@@H]1C[C@@H](CC1)C1=CC(=NN1)NC(=O)C1=CC(=NN1C)COC |o1:10,12| rel-N-(5-((1R,3S)-3-((3-isopropylpyridin-2-yl)oxy)cyclopentyl)-1H-pyrazol-3-yl)-3-(methoxymethyl)-1-methyl-1H-pyrazole-5-carboxamide